dimethyl-germanium diacetate C(C)(=O)[O-].C(C)(=O)[O-].C[Ge+2]C